3-{5-[(5-Chlorothiophen-2-yl)methoxy]-1-(furan-2-carbonyl)-4-methyl-1H-pyrazol-3-yl}-1-methansulfonyl-2-methylpiperazin ClC1=CC=C(S1)COC1=C(C(=NN1C(=O)C=1OC=CC1)C1C(N(CCN1)S(=O)(=O)C)C)C